The molecule is a 3-hydroxy fatty acid that is heptanoic acid in which one of the hydrogens at position 3 is replaced by a hydroxy group. It is a 3-hydroxy fatty acid and a medium-chain fatty acid. It derives from a heptanoic acid. CCCCC(CC(=O)O)O